OC1=CC=CC2=C1CC1CCCN(C1C2)CCC 6-hydroxy-1-propyl-1,2,3,4,4a,5,10,10a-octahydrobenzo[g]quinolin